3-(benzofuran-3-yl)-1-(2-fluoroethyl)pyrazolo[4,3-c]Pyridine-6-carbonitrile O1C=C(C2=C1C=CC=C2)C2=NN(C1=C2C=NC(=C1)C#N)CCF